tert-butyl (2R,6S)-4-[4-fluoro-5-([8-fluoro-2-methylimidazo[1,2-a]pyridin-6-yl]carbamoyl)thiophen-2-yl]-2,6-dimethylpiperidine-1-carboxylate FC=1C=C(SC1C(NC=1C=C(C=2N(C1)C=C(N2)C)F)=O)C2C[C@H](N([C@H](C2)C)C(=O)OC(C)(C)C)C